2-(((1-(3-Aminopropanoyl)piperidin-4-yl)thio)methyl)-8-methylquinazolin-4(3H)-one NCCC(=O)N1CCC(CC1)SCC1=NC2=C(C=CC=C2C(N1)=O)C